Thianthren 5,5,10,10-tetraoxid C1=CC=CC=2S(C3=CC=CC=C3S(C12)(=O)=O)(=O)=O